CCCCCCCCS[C@H]1[C@@H]([C@H]([C@@H]([C@H](O1)CO)O)O)O octyl beta-thioglucopyranoside